P(=O)(OC)(OC1=C(C=CC=C1)Cl)OC[C@@H](COCCCCCCCCCCCCCC)OC1=NC=C(C=C1)C#N methyl (2-chlorophenyl) ((R)-2-((5-cyano pyridin-2-yl)oxy)-3-(tetradecyloxy)propyl) phosphate